BrC1=CC=C(C=N1)CNCC1=C(C=CC=C1)Cl 1-(6-bromopyridin-3-yl)-N-(2-chlorobenzyl)methylamine